3-(4-(((1-(4-((5-chloro-4-((2-(dimethylphosphoryl)phenyl)amino)pyrimidin-2-yl)amino)-3-methoxyphenyl)piperidin-4-yl)(methyl)amino)methyl)-1-oxoisoindolin-2-yl)piperidine-2,6-dione ClC=1C(=NC(=NC1)NC1=C(C=C(C=C1)N1CCC(CC1)N(C)CC1=C2CN(C(C2=CC=C1)=O)C1C(NC(CC1)=O)=O)OC)NC1=C(C=CC=C1)P(=O)(C)C